CC=1N=C(C2=C(N1)C1=C(O2)C=CC=C1)N1[C@@H](C[C@@H](C1)CC(NC1=CC=C(C=C1)CC1=NC=CC=C1)=O)C(=O)O (2S,4R)-1-(2-methylbenzofuro[3,2-d]pyrimidin-4-yl)-4-(2-oxo-2-((4-(pyridin-2-ylmethyl)phenyl)amino)ethyl)pyrrolidine-2-carboxylic acid